N1=CC(=CC=C1)NC(=O)N[C@@H]1C[C@H](C2=CC(=C3C=C(N=CC3=C21)C2CC2)S(NCC(C)C)(=O)=O)NC(NC=2C=NC=CC2)=O |r| 1-Pyridin-3-yl-3-[trans-(7RS,9RS)-3-cyclopropyl-5-(2-methylpropylsulfamoyl)-7-(pyridin-3-ylcarbamoylamino)-8,9-dihydro-7H-cyclopenta[h]isochinolin-9-yl]urea